ClC1=CC=C(C=C1)N1C(N(C(C1=O)C(C(=O)NO)C)CCC)=O (1-(4-chlorophenyl)-2,5-dioxo-3-propylimidazolin-4-yl)-N-hydroxypropionamide